2-(4-Cyano-phenoxy)-2-(4-ethanesulfonyl-phenyl)-N-{6-[2-(4-methyl-piperazin-1-yl)-ethoxy]-benzothiazol-2-yl}-acetamide C(#N)C1=CC=C(OC(C(=O)NC=2SC3=C(N2)C=CC(=C3)OCCN3CCN(CC3)C)C3=CC=C(C=C3)S(=O)(=O)CC)C=C1